(S)-1-((methylamino)methyl)isochroman-8-carbonitrile CNC[C@H]1OCCC2=CC=CC(=C12)C#N